FC1=C(C=C(C=C1)OC)B(O)O 2-fluoro-5-methoxybenzeneboronic acid